O=C1C=C(N=CN1C[C@@H]1CCN(CC12CCCC2)C(=O)N2[C@@H](C[C@@H](CC2)NC(OC(C)(C)C)=O)C2=CC=CC=C2)C2=CC=CC=C2 tert-butyl ((2S,4R)-1-((R)-10-((6-oxo-4-phenylpyrimidin-1(6H)-yl)methyl)-7-azaspiro[4.5]decane-7-carbonyl)-2-phenylpiperidin-4-yl)carbamate